C(C1=CC=CC=C1)N(C1=NC=C(C=N1)B(O)O)C (2-[BENZYL(METHYL)AMINO]PYRIMIDIN-5-YL)BORONIC ACID